FC=1C(=CC(=NC1)OC)C1=CC(=NN1COCC[Si](C)(C)C)C(=O)N1C2(CC2)CC(CC1)C(=O)O 4-[5-(5-fluoro-2-methoxypyridin-4-yl)-1-[[2-(trimethylsilyl)ethoxy]methyl]pyrazole-3-carbonyl]-4-azaspiro[2.5]octane-7-carboxylic acid